2,3-di-sec-butyl-2-cyanosuccinic acid-1-ethyl-4-n-butyl ester C(C)CCCCOC(C(C(C(=O)O)C(C)CC)(C#N)C(C)CC)=O